C(C=C)(=O)N1C[C@@H](CCC1)OC=1C(=CC=2C3=C(N(C(NC13)=O)C1=C(C(=C(C=C1)Cl)Cl)F)N=CN2)OC |o1:6| rel-(R)-9-((1-acryloylpiperidin-3-yl)oxy)-3-(3,4-dichloro-2-fluorophenyl)-8-methoxy-1H-pyrimido[4,5,6-de]quinazolin-2(3H)-one